COC1=CC=C2C(NC(=NC2=C1C(C)NC1=C(C(=O)O)C=CC=C1)N1CCOCC1)=O 2-({1-[7-methoxy-2-(morpholin-4-yl)-4-oxo-3,4-dihydroquinazolin-8-yl]ethyl}amino)benzoic acid